tert-butyl N-[3-(2-oxopiperazin-1-yl)propyl]carbamate O=C1N(CCNC1)CCCNC(OC(C)(C)C)=O